C(C)S(=O)(=O)C1=C(N=C(N1C)C1=CC=C(C=C1)C(F)(F)F)C1=NC2=C(N1C)C=C1C(=C2)OC(C(O1)(F)F)(F)F 2-{5-(Ethylsulfonyl)-1-methyl-2-[4-(trifluoromethyl)phenyl]-1H-imidazol-4-yl}-6,6,7,7-tetrafluoro-1-methyl-6,7-dihydro-1H-[1,4]dioxino[2,3-f]benzimidazole